octa-1,6-diene C=CCCCC=CC